N-[(3-exo)-8-Azabicyclo[3.2.1]oct-3-yl]-5-(7-fluoro-2-methyl-2H-indazol-5-yl)-N-methyl[1,3]thiazolo[5,4-d]pyrimidin-2-amin-Hydrochlorid Cl.C12CC(CC(CC1)N2)N(C=2SC=1N=C(N=CC1N2)C2=CC1=CN(N=C1C(=C2)F)C)C